7-[5-Bromo-4-(cyclopropyloxy)-2-pyrazol-1-yl-phenyl]-N-[(2,4-dimethoxyphenyl)methyl]cinnolin-4-amine BrC=1C(=CC(=C(C1)C1=CC=C2C(=CN=NC2=C1)NCC1=C(C=C(C=C1)OC)OC)N1N=CC=C1)OC1CC1